C12C(C3CC(CC(C1)C3)C2)N2CCN(CC2)C2=CC(=C(C=C2)[N+](=O)[O-])OC 1-(adamantan-2-yl)-4-(3-methoxy-4-nitrophenyl)piperazine